(R)-5-bromo-N1-(1-(2,4-dichlorophenyl)ethyl)-4-fluorobenzene-1,2-diamine BrC1=C(C=C(C(=C1)N[C@H](C)C1=C(C=C(C=C1)Cl)Cl)N)F